NC1=NC=CC(=C1)CN1C2(CCC2)C(N(C1=O)C1=CC=C(C=C1)SC(F)(F)F)=O 5-((2-aminopyridin-4-yl)methyl)-7-(4-((trifluoromethyl)thio)phenyl)-5,7-diazaspiro[3.4]octane-6,8-dione